2-Bromobenzyl (S)-3-cyclopropyl-2-(2-((S)-1-(2,3-difluorobenzyl)-5-oxopyrrolidin-2-yl)acetamido)propanoate C1(CC1)C[C@@H](C(=O)OCC1=C(C=CC=C1)Br)NC(C[C@H]1N(C(CC1)=O)CC1=C(C(=CC=C1)F)F)=O